N1C=C(C2=CC=CC=C12)CCC1N(CCC2=CC(=C(C=C12)OC)O)CC1CCOCC1 1-(2-(1H-indol-3-yl)ethyl)-7-methoxy-2-((tetrahydro-2H-pyran-4-yl)methyl)-1,2,3,4-tetrahydroisoquinolin-6-ol